tert-Butyl N-[(1R,2R)-2-hydroxycyclopentyl]-N-{[3-oxo-7-(trifluoromethyl)-1,2-dihydroisoindol-5-yl]methyl}carbamate O[C@H]1[C@@H](CCC1)N(C(OC(C)(C)C)=O)CC=1C=C2C(NCC2=C(C1)C(F)(F)F)=O